C(CCCCCC(C)C)(=O)[O-].[Mn+2].C(CCCCCC(C)C)(=O)[O-] manganese isononanoate